C(C)(C)(C)OC(NC[C@H]1C[C@H]([C@@H]2OC(O[C@@H]21)(C)C)N2C=C1C(CCNC=3C1=C2N=CN3)=C)=O tert-butyl-(((3aR,4R,6R,6aS)-2,2-dimethyl-6-(9-methylene-6,7,8,9-tetrahydro-2H-2,3,5,6-tetraazabenzo[cd]azulen-2-yl)tetrahydro-4H-cyclopenta[d][1,3]dioxol-4-yl)methyl)carbamate